7-[[6-[(dimethyl-amino)methyl]-5-[(3R)-3-methylmorpholin-4-yl]-2-pyridyl]amino]-4-(7-fluoro-imidazo[1,2-a]pyridin-3-yl)isoindolin-1-one Formic acid salt C(=O)O.CN(C)CC1=C(C=CC(=N1)NC=1C=CC(=C2CNC(C12)=O)C1=CN=C2N1C=CC(=C2)F)N2[C@@H](COCC2)C